N-((3R,4R)-4-(((5-Amino-1-cyclobutyl-3-methyl-1H-pyrazol-4-yl)oxy)methyl)tetrahydrofuran-3-yl)-2-chloro-5-(trifluoromethyl)pyridin-4-amine NC1=C(C(=NN1C1CCC1)C)OC[C@@H]1[C@H](COC1)NC1=CC(=NC=C1C(F)(F)F)Cl